N-(3-(8-((2-fluoro-3-methyl-4-((1-methyl-1H-benzo[d][1,2,3]triazol-5-yl)oxy)phenyl)amino)pyrimido[5,4-d]pyrimidin-2-yl)-3-azabicyclo[3.1.0]hexan-6-yl)-N-methylacrylamide FC1=C(C=CC(=C1C)OC1=CC2=C(N(N=N2)C)C=C1)NC1=NC=NC2=C1N=C(N=C2)N2CC1C(C1C2)N(C(C=C)=O)C